NC(C(=O)O)COCC1=CC=CC=C1 2-amino-3-(benzyloxy)propionic acid